6-oxo-2,4,8,10-tetra-t-butyl-dibenzo[d,f][1,3,2]dioxaphosphepin O=P1OC2=C(C3=C(O1)C(=CC(=C3)C(C)(C)C)C(C)(C)C)C=C(C=C2C(C)(C)C)C(C)(C)C